2-(2-Chloro-5-isopropyl-8-oxothieno[2',3':4,5]pyrrolo[1,2-d][1,2,4]triazin-7(8H)-yl)-N-(5-fluoropyrimidin-4-yl)acetamide ClC1=CC2=C(C=C3N2C(=NN(C3=O)CC(=O)NC3=NC=NC=C3F)C(C)C)S1